ClC1=C2C(=NC=C1C=1N=C(SC1)N1C(CNCC1)=O)NC=C2C2CC2 1-(4-(4-chloro-3-cyclopropyl-1H-pyrrolo[2,3-b]pyridin-5-yl)thiazol-2-yl)piperazin-2-one